(S)-3-allyl-1,4-oxazepane hydrogen chloride Cl.C(C=C)[C@H]1COCCCN1